CN1C([C@H]2NC[C@@H](NC3=CC=CC(C=4C=CN=C5NC(=C(CCC1)C45)C)=N3)C2)=O (8S,11S)-13,18-dimethyl-7,10,13,19,21,26-hexazapentacyclo[15.6.1.12,6.18,11.020,24]hexacosa-1(24),2(26),3,5,17,20,22-heptaen-12-one